O=C1C2=C(N=CN1CC(=O)NC1=CC(=CC=C1)C(F)(F)F)N(N=C2)C2CS(CC2)(=O)=O 2-(4-oxo-1-(S,S-dioxo-tetrahydrothiophen-3-yl)-1H-pyrazolo[3,4-d]pyrimidin-5(4H)-yl)-N-(3-(trifluoromethyl)phenyl)acetamide